C(C1=CC=CC=C1)OC(=O)CC1C2C3C4C=CC(C3C(C1)C2)C4 8-benzyloxycarbonylmethyl-tetracyclo[4.4.0.12,5.17,10]-3-dodecene